(S)-6-fluoro-5-(1-(2-fluorophenyl)ethyl)-3-((thiazol-2-ylmethyl)amino)-4H-benzo[e][1,2,4]thiadiazine 1,1-dioxide FC=1C=CC2=C(NC(=NS2(=O)=O)NCC=2SC=CN2)C1[C@@H](C)C1=C(C=CC=C1)F